6-chloro-N2-methyl-4-morpholinopyridine-2,3-diamine ClC1=CC(=C(C(=N1)NC)N)N1CCOCC1